2-chloro-N-((3R,4S)-6-chloro-7-fluoro-4-hydroxychroman-3-yl)-6-(3-cyanoazetidin-1-yl)pyridine-4-sulfonamide ClC1=NC(=CC(=C1)S(=O)(=O)N[C@@H]1COC2=CC(=C(C=C2[C@@H]1O)Cl)F)N1CC(C1)C#N